P(O)(=O)(OP(=O)(O)OP(=O)(O)O)OC[C@@H]1[C@H](C[C@@H](O1)N1C=NC=2C(NCCCCCCN=[N+]=[N-])=NC=NC12)O N6-(6-Azido)hexyl-2'-deoxy-adenosine-5'-triphosphate